BrC1=CC=C(C(=O)N/N=C/C=2C=CC3=C(C=CC(O3)=O)C2)C=C1 (E)-4-bromo-N'-((2-oxo-2H-benzopyran-6-yl)methylene)benzohydrazide